6-Mercaptohexanol methyl-(S)-2-((tert-butoxycarbonyl)amino)-3-((S)-8-chloro-3-oxo-3,4-dihydro-2H-benzo[b][1,4]oxazin-2-yl)propanoate C[C@@](C(=O)OCCCCCCS)(C[C@H]1C(NC2=C(O1)C(=CC=C2)Cl)=O)NC(=O)OC(C)(C)C